2-(3-bromopropyl)oxirane (R)-isobutyl-2-(((benzyloxy)carbonyl)amino)-3-(3-(4-chloro-1-ethyl-1H-pyrazol-5-yl)-5-fluorobenzamido)propanoate C(C(C)C)OC([C@@H](CNC(C1=CC(=CC(=C1)F)C1=C(C=NN1CC)Cl)=O)NC(=O)OCC1=CC=CC=C1)=O.BrCCCC1OC1